(S)-6,6-Dimethylbicyclo[3.1.1]hept-2-en-2-yl-methanol CC1(C2CC=C([C@H]1C2)CO)C